2,3-Heptandiol CC(C(CCCC)O)O